BrC1(C(N(C2=NC=C(C=C21)[N+](=O)[O-])C)=O)Br 3,3-dibromo-1-methyl-5-nitro-1,3-dihydro-2H-pyrrolo[2,3-b]pyridin-2-one